Br.BrC1=CC=C(C=C1)\N=C(/N)\SCC1=C(C=CC(=C1)C#N)C(NC)=O 5-cyano-2-(methylcarbamoyl)benzyl (E)-N'-(4-bromophenyl)carbamimidothioate hydrobromide